BrC=1C=C(C=CC1F)N\C(=N/O)\C1=NON=C1NC(CNS(=O)(=O)C)C (Z)-N-(3-bromo-4-fluorophenyl)-N'-hydroxy-4-((1-(methylsulfonylamino)propan-2-yl)amino)-1,2,5-oxadiazole-3-carboxamidine